5-[[7-fluoro-2-(4-methyl-1,2,5-oxadiazol-3-yl)benzoimidazol-1-yl]methyl]pyridine-2-carbonitrile FC1=CC=CC2=C1N(C(=N2)C2=NON=C2C)CC=2C=CC(=NC2)C#N